Methyl ((2-(((R)-5-hydroxy-3-methylpentyl)oxy)-4-methylphenyl)sulfonyl)-L-prolinate OCC[C@H](CCOC1=C(C=CC(=C1)C)S(=O)(=O)N1[C@@H](CCC1)C(=O)OC)C